9-(2,4-dimethoxybenzyl)-9,11-dihydro-5H-pyrido[4',3':4,5]pyrrolo[3,2-c][2,7]naphthyridine-5,10(6H)-dione COC1=C(CN2C(C3=C(C=4NC(C5=CN=CC=C5C4N3)=O)C=C2)=O)C=CC(=C1)OC